CC=1N(C=CC1C(=O)N)C dimethyl-1H-pyrrole-3-carboxamide